C(C)C1(NC=CC=C1C(=O)O)C(=O)O 2-ethylpyridine-2,3-dicarboxylic acid